C(#N)CC=1OC2=C(N1)C=C1C(N=C(O1)CC#N)=C2 2,6-bis(cyanomethyl)benzo[1,2-d:4,5-d']-bisoxazole